5-(3-(dibenzo[b,d]furan-1-yl)phenyl)-5H-benzofuro[3,2-c]carbazole C1(=CC=CC=2OC3=C(C21)C=CC=C3)C=3C=C(C=CC3)N3C2=CC=CC=C2C=2C1=C(C=CC32)C3=C(O1)C=CC=C3